FC(C1=CN=C2N1C=C(C=C2)C2=CNC=1N=C(N=CC12)NCCC(F)(F)F)F 5-(3-(difluoromethyl)imidazo[1,2-a]pyridin-6-yl)-N-(3,3,3-trifluoropropyl)-7H-pyrrolo[2,3-d]pyrimidin-2-amine